γ-((L-valyl)oxy)butanoic acid N[C@@H](C(C)C)C(=O)OCCCC(=O)O